FC(C1=CC=C(C=C1)N1C2=C(C=3C=C(C=CC13)C(=O)O)C=NC=C2)(F)F 5-(4-trifluoromethyl-phenyl)-5H-pyrido[4,3-b]Indole-8-carboxylic acid